ClC=1C(=NC(=CC1)C1=CC=C(C=C1)F)C(=O)OC Methyl 3-chloro-6-(4-fluorophenyl)picolinate